CC1CCC(CS1)=O 6-methyldihydro-2H-thiopyran-3(4H)-one